6-(2,5-dichlorophenyl)-8-methyl-2-(methylthio)pyrido[2,3-d]pyrimidin ClC1=C(C=C(C=C1)Cl)C1=CC2=C(N=C(N=C2)SC)N(C1)C